N'-hydroxy-3-((4-methoxybenzyl)oxy)-5-((1-(4-(trifluoromethyl)phenyl)-1H-1,2,4-triazol-3-yl)amino)pyridinecarboximidamide ON=C(N)C1=NC=C(C=C1OCC1=CC=C(C=C1)OC)NC1=NN(C=N1)C1=CC=C(C=C1)C(F)(F)F